(3R,5R)-1-{2-[1-(cyclopropylmethyl)-1H-pyrrolo[2,3-b]pyridin-2-yl]-7-methoxy-1-{[1-(pyrazin-2-yl)-1H-pyrazol-4-yl]methyl}-1H-1,3-benzodiazole-5-carbonyl}-5-fluoropiperidin-3-amine C1(CC1)CN1C(=CC=2C1=NC=CC2)C2=NC1=C(N2CC=2C=NN(C2)C2=NC=CN=C2)C(=CC(=C1)C(=O)N1C[C@@H](C[C@H](C1)F)N)OC